N,N-dimethylpropane-1-amine hydrochloride Cl.CN(CCC)C